NC1CC(C1)C1=CC2=C(N=CN=C2N)N1 6-[(1r,3r)-3-aminocyclobutyl]-7H-pyrrolo[2,3-d]pyrimidin-4-amine